C1=CC=CC=2C3=CC=CC=C3C(C12)COC(=O)NCN1C(C(C(C1CC(C)(C)C)C1=C(C=C(C=C1)Cl)F)C1=CC(=C(C=C1)Cl)Cl)C(=O)O (((((9H-fluoren-9-yl)methoxy)carbonyl)amino)methyl)-4-(4-chloro-2-Fluorophenyl)-3-(3,4-dichlorophenyl)-5-neopentylpyrrolidine-2-carboxylic acid